(R)-ethyl 2-(6-((((9H-fluoren-9-yl)methoxy)carbonyl)amino)-2-aminohexanamido)-2-methylpropanoate C1=CC=CC=2C3=CC=CC=C3C(C12)COC(=O)NCCCC[C@H](C(=O)NC(C(=O)OCC)(C)C)N